The molecule is a monocarboxylic acid anion that is the conjugate base of violaceinic acid, resulting from the removal of the proton from the carboxy group. Major structure at pH 7.3. It has a role as a bacterial metabolite. It is a conjugate base of a violaceinic acid. C1=CC=C2C(=C1)C(=C(N2)O)C3=C(NC(=C3)C4=CNC5=C4C=C(C=C5)[O-])C(=O)O